OC=1C=C(C=C(C1)O)CC 1-(3,5-Dihydroxyphenyl)Ethane